CS(=O)(=O)C1=CC(=C(C=C1)NCC#CC=1N=C2N(C=CC=C2NC2CCN(CC2)C[C@@H](COC)O)C1CC(F)(F)F)OC (2S)-1-{4-[(2-{3-[(4-methanesulfonyl-2-methoxyphenyl)amino]prop-1-yn-1-yl}-3-(2,2,2-trifluoroethyl)imidazo[1,2-a]pyridin-8-yl)amino]piperidin-1-yl}-3-methoxypropan-2-ol